dihydroxyethyl-m-xylenediamine OC(CC1=C(C(=C(C(=C1)C)N)C)N)O